C1(=CC=CC=C1)C(C1=CC=CC=C1)=NC=1C=C(C=NC1)C1COCCCN1C(=O)OC(C)(C)C tert-butyl 3-(5-((diphenylmethylene)amino)pyridin-3-yl)-1,4-oxazepane-4-carboxylate